di-isobutyl bis(ethyl acetoacetate) C(C)CC(CC(=O)OCC(C)C)=O.C(C)CC(CC(=O)OCC(C)C)=O